titanium tetraisopropoxid CC([O-])C.CC([O-])C.CC([O-])C.CC([O-])C.[Ti+4]